OCCNC=1N=C(C2=C(N1)CN(C2)C#N)C2=CC=C(C=C2)N2CCN(CC2)C 2-((2-hydroxyethyl)amino)-4-(4-(4-methylpiperazin-1-yl)phenyl)-5,7-dihydro-6H-pyrrolo[3,4-d]pyrimidine-6-carbonitrile